(S)-6-(((1-([1,1'-bi(cyclopropan)]-1-yl)-1H-1,2,3-triazol-4-yl)(2-methyl-1-oxo-1,2-dihydroisoquinolin-5-yl)methyl)amino)-8-chloro-4-(neopentylamino)quinoline-3-carbonitrile C1(CC1)(C1CC1)N1N=NC(=C1)[C@H](C1=C2C=CN(C(C2=CC=C1)=O)C)NC=1C=C2C(=C(C=NC2=C(C1)Cl)C#N)NCC(C)(C)C